4-((2-(6-methoxypyridin-3-yl)-1-(2,2,2-trifluoroethyl)-1H-indol-4-yl)amino)tetrahydro-2H-thiopyran 1,1-dioxide COC1=CC=C(C=N1)C=1N(C2=CC=CC(=C2C1)NC1CCS(CC1)(=O)=O)CC(F)(F)F